4-[[5-[4-(difluoromethyl)-2-fluoro-phenoxy]-4-methyl-3-pyridinyl]methyl]-3-fluoro-pyridin-2-amine FC(C1=CC(=C(OC=2C(=C(C=NC2)CC2=C(C(=NC=C2)N)F)C)C=C1)F)F